Methyl 5-((3-((3-aminopropyl)amino)-3-oxopropyl)amino)benzo[c][2,6]naphthyridine-8-carboxylate NCCCNC(CCNC1=NC2=C(C3=CN=CC=C13)C=CC(=C2)C(=O)OC)=O